N1(C=NC=C1)CC(=O)C=1C=CC(=C(C1)N1C(=NC2=CC=CC=C2C1=O)CN1CCN(CC1)C(=O)NCC1=CC=C(C=C1)Cl)OC(C)C 4-((3-(5-(2-(1H-Imidazol-1-yl)acetyl)-2-isopropoxyphenyl)-4-oxo-3,4-dihydroquinazolin-2-yl)methyl)-N-(4-chlorobenzyl)piperazine-1-carboxamide